10,10'-dibromo-2,2'-di(4-phenanthryl)-9,9'-bianthracene BrC1=C2C=CC(=CC2=C(C2=CC=CC=C12)C=1C2=CC=CC=C2C(=C2C=CC(=CC12)C1=CC=CC=2C=CC3=CC=CC=C3C12)Br)C1=CC=CC=2C=CC3=CC=CC=C3C12